tert-Butyl 3,3-dimethylpiperazine-1-carboxylate CC1(CN(CCN1)C(=O)OC(C)(C)C)C